C1(=C(C=CC=C1)NC(=N)NC(=N)N)C 1-(ortho-Tolyl)biguanide